1-isopropyl-4-oxocyclohexane C(C)(C)C1CCC(CC1)=O